FC1=C(C(=CC=C1)F)C1=C(C=C(C(=N1)CO)F)OC (6-(2,6-difluorophenyl)-3-fluoro-5-methoxypyridin-2-yl)methanol